C(C)(C)(C)OC(=O)N(C1=CC(=NN1C1=CC=CC=C1)C=1N(C=2C=CC=C(C2C1)NC1CCN(CC1)C)CC(F)(F)F)C(=O)OC(C)(C)C 2-(5-(di(tert-butoxycarbonyl)amino)-1-phenyl-1H-pyrazol-3-yl)-N-(1-methylpiperidin-4-yl)-1-(2,2,2-trifluoroethyl)-1H-indol-4-amine